tert-butyl (6-chloro-3-isopropylimidazo[1,2-b]pyridazin-8-yl)(3-(trifluoromethyl)benzyl)carbamate ClC=1C=C(C=2N(N1)C(=CN2)C(C)C)N(C(OC(C)(C)C)=O)CC2=CC(=CC=C2)C(F)(F)F